NC=1C=2N(C(=C(N1)C=1C=C(C#N)C=CC1)C1=C(N=CO1)C)N=C(N2)C(=O)N2CCC2 3-(8-amino-2-(azetidine-1-carbonyl)-5-(4-methyl-oxazol-5-yl)-[1,2,4]triazolo[1,5-a]pyrazin-6-yl)benzonitrile